OCC(C)(C)NC(=O)C1=C(OC2=C1C=C(C=C2)OCC2=NC=CC=C2)C N-(1-hydroxy-2-methylpropan-2-yl)-2-methyl-5-(pyridin-2-ylmethoxy)benzofuran-3-carboxamide